2-allyl-6-(methylthio)-1-(3-nitrophenyl)-1,2-dihydro-3H-pyrazolo[3,4-d]pyrimidin-3-one C(C=C)N1N(C2=NC(=NC=C2C1=O)SC)C1=CC(=CC=C1)[N+](=O)[O-]